ClC1=C(CSC=2NC(C(=C(N2)C2=CC(=C(C=C2)OC)OCC2CC2)C#N)=O)C=CC=C1 2-((2-chlorobenzyl)thio)-4-(3-(cyclopropylmethoxy)-4-methoxyphenyl)-6-oxo-1,6-dihydropyrimidine-5-carbonitrile